4,5-dichloro-2-[(R)-hydroxy([1-[(3R)-pyrrolidine-3-carbonyl]piperidin-4-yl])methyl]phenol ClC1=CC(=C(C=C1Cl)O)[C@@H](C1CCN(CC1)C(=O)[C@H]1CNCC1)O